5-methyl-3-{2-[5-(propan-2-yloxy)-1H-indazol-3-yl]pyrimidin-4-yl}-1H-pyrazole CC1=CC(=NN1)C1=NC(=NC=C1)C1=NNC2=CC=C(C=C12)OC(C)C